((2S,4S)-5-chloro-6-fluoro-2-phenyl-2-((S)-pyrrolidin-2-yl)-2,3-dihydrobenzofuran-4-yl)-5-fluoro-6-(2-hydroxyethoxy)-N-methylnicotinamide ClC=1C(=CC2=C(C[C@@](O2)([C@H]2NCCC2)C2=CC=CC=C2)C1C1=C(C(=O)NC)C=C(C(=N1)OCCO)F)F